CC1(CC1)C1(N=CC2=C(N1)C=NC=C2)N 2-(1-methylcyclopropyl)pyrido[3,4-d]pyrimidin-amine